OC=1C(C(=CN2N3C(CC[C@@H](N(C(C21)=O)C3)C)(C)C)C(=O)NCC3=C(C=C(C=C3F)F)F)=O (1S,5S)-8-hydroxy-2,2,5-trimethyl-7,9-dioxo-N-(2,4,6-trifluorobenzyl)-2,3,4,5,7,9-hexahydro-1,6-methanopyrido[1,2-b][1,2,5]triazonine-10-carboxamide